2-cyclopentyl-4-(5-fluoro-1H-pyrrolo[2,3-b]pyridin-4-yl)benzoic acid C1(CCCC1)C1=C(C(=O)O)C=CC(=C1)C1=C2C(=NC=C1F)NC=C2